6-(2-phenyl-1H-imidazol-1-yl)quinoline-4-carboxylic acid C1(=CC=CC=C1)C=1N(C=CN1)C=1C=C2C(=CC=NC2=CC1)C(=O)O